CC=1C=C2CN(C(C2=C(C1)C(F)(F)F)=O)C1C(NC(CC1)=O)=O 3-(5-methyl-1-oxo-7-(trifluoromethyl)isoindolin-2-yl)piperidine-2,6-dione